C1(CC1)C1=C(C=CC(=C1)N1C[C@@H](N[C@H](C1)C)C)NC1=NC=C(C(=N1)C1=CC2=C(C(N(CCS2(=O)=O)C2COC2)=O)S1)C(F)(F)F 7-(2-((2-cyclopropyl-4-((3S,5S)-3,5-dimethylpiperazin-1-yl)phenyl)amino)-5-(trifluoromethyl)pyrimidin-4-yl)-4-(oxetan-3-yl)-3,4-dihydrothieno[2,3-f][1,4]thiazepin-5(2H)-one 1,1-dioxide